carbomethoxyphenyltin trisuberate C(CCCCCCC(=O)[O-])(=O)[O-].C(CCCCCCC(=O)[O-])(=O)[O-].C(CCCCCCC(=O)[O-])(=O)[O-].C(=O)(OC)[Sn+2]C1=CC=CC=C1.C(=O)(OC)[Sn+2]C1=CC=CC=C1.C(=O)(OC)[Sn+2]C1=CC=CC=C1